FC1(CCN(CC1)C(=O)C=1C=C2C(=NC1)N(C=C2)C2=CC=C(C(=O)O)C=C2)F 4-(5-(4,4-difluoropiperidine-1-carbonyl)-1H-pyrrolo[2,3-b]pyridin-1-yl)benzoic acid